3-(1-hydroxy-2-methylpropan-2-yl)-N,N-bis(4-methoxybenzyl)-benzenesulfonamide OCC(C)(C)C=1C=C(C=CC1)S(=O)(=O)N(CC1=CC=C(C=C1)OC)CC1=CC=C(C=C1)OC